ClC1=C2C(=CN=CC2=CC=C1)C1=CC=C2C(=NC(=NC2=C1F)OC[C@H]1N(C[C@@H](C1)F)C)N1[C@@H]2CCN([C@@H]2C1)C(C(=C)F)=O ((1R,5R)-6-(7-(5-chloroisoquinolin-4-yl)-8-fluoro-2-((((2S,4R)-4-fluoro-1-methylpyrrolidin-2-yl))methoxy)quinazolin-4-yl)-2,6-diazabicyclo[3.2.0]hept-2-yl)-2-fluoroprop-2-en-1-one